COC(=O)C=1OCCC1NC(=O)N 3-ureido-4,5-dihydrofuran-2-carboxylic acid methyl ester